N[C@H](C(=O)N1CC(C1)OC=1C(=C2O[B-]([C@@H]3C[C@@H]3C2=CC1)(O)O)C(=O)O)C=1N=CNC1 (2S,4R)-9-[1-[(2S)-2-amino-2-(1H-imidazol-4-yl)acetyl]azetidin-3-yl]oxy-5,5-dihydroxy-6-oxa-5-boranuidatricyclo[5.4.0.02,4]undeca-1(11),7,9-triene-8-carboxylic acid